CCCCCCCCCCCCCCCC/C=C\\OC[C@H](COP(=O)([O-])OCC[N+](C)(C)C)OC(=O)CCCCCCC/C=C\\CCCCCCCC The molecule is a 1-(Z)-alk-1-enyl-2-acyl-sn-glycero-3-phosphocholine in which the alkeny and acyl group specified at positions 1 and 2 are (1Z)-octadecenyl and (9Z)-octadecenoyl respectively. It derives from an oleic acid.